FC(OC1=CN(C=2N=NC(=CC21)C2=C(C=C(C=C2C)OC(F)F)OCOC)C2CC(C2)(O)C)F (1s,3s)-3-{5-(difluoromethoxy)-3-[4-(difluoromethoxy)-2-(methoxymethoxy)-6-methylphenyl]-7H-pyrrolo[2,3-c]pyridazin-7-yl}-1-methylcyclobutanol